(fluoromethyl) (3-fluoropropyl) sulfate S(=O)(=O)(OCF)OCCCF